Nα-(tert-butoxycarbonyl)-O-((5-(iodomethyl)-2,2-dimethyl-1,3-dioxan-5-yl)methyl)-L-tyrosine tert-butyl ester C(C)(C)(C)OC([C@@H](NC(=O)OC(C)(C)C)CC1=CC=C(C=C1)OCC1(COC(OC1)(C)C)CI)=O